1-(2-hydroxy-3-isopropyl-4,6-dimethoxyphenyl)-3-(4-methoxyphenyl)propane-1,3-dione OC1=C(C(=CC(=C1C(C)C)OC)OC)C(CC(=O)C1=CC=C(C=C1)OC)=O